5-(aminomethyl)-N-cyclopentyl-2-(methylthio)pyrimidin-4-amine NCC=1C(=NC(=NC1)SC)NC1CCCC1